N-mesityl-1H-pyrrolo[2,3-b]Pyridin C1(=C(C(=CC(=C1)C)C)N1C=CC=2C1=NC=CC2)C